9-(2,6-difluorophenyl)-13-(iodomethyl)-3-methyl-16-thia-2,4,5,8-tetrazatetracyclo[8.6.0.02,6.011,15]hexadeca-1(10),3,5,8,11(15)-pentaene FC1=C(C(=CC=C1)F)C1=NCC2=NN=C(N2C=2SC=3CC(CC3C12)CI)C